CB1OC([C@@H]2N1CCC2)(C2=CC=CC=C2)C2=CC=CC=C2 (R)-1-methyl-3,3-diphenyltetrahydro-1H,3H-pyrrolo[1,2-c][1,3,2]oxazaborole